(3-pyridyl)-phenol N1=CC(=CC=C1)C1=C(C=CC=C1)O